2,3,4,6-tetrakis(3-(tert-butyl)-9H-carbazol-9-yl)-5-(pyridin-2-yl)benzonitrile C(C)(C)(C)C=1C=CC=2N(C3=CC=CC=C3C2C1)C1=C(C#N)C(=C(C(=C1N1C2=CC=CC=C2C=2C=C(C=CC12)C(C)(C)C)N1C2=CC=CC=C2C=2C=C(C=CC12)C(C)(C)C)C1=NC=CC=C1)N1C2=CC=CC=C2C=2C=C(C=CC12)C(C)(C)C